Br.C(C=C)NCC=C diallylamine HBr